ClC=1C=C(N)C=C(C1OC=1C=C2C(=CC=NC2=CC1)C1CC1)Cl 3,5-dichloro-4-((4-cyclopropylquinolin-6-yl)oxy)aniline